C(C)(C)NC(C)C.[Li] lithium (diisopropylamine)